ClC=1C=C2C=3C=C(C(=CC3N(C2=CC1Cl)S(=O)(=O)C1=CC=C(C)C=C1)C1=CC=C(C=C1)Cl)NCCNC(OC(C)(C)C)=O tert-butyl 2-(6,7-dichloro-2-(4-chlorophenyl)-9-tosyl-9H-carbazol-3-ylamino)ethylcarbamate